CN1CCN(CC1)C=1C=C(C=CC1)NC(=O)[C@H]1[C@@H](N(C(C2=CC=CC=C12)=O)CC1CCN(CC1)C)C1=CC=C(C=C1)C(F)(F)F |o1:16,17| Rel-(3R,4R)-N-(3-(4-methylpiperazin-1-yl)phenyl)-2-((1-methylpiperidin-4-yl)methyl)-1-oxo-3-(4-(trifluoromethyl)phenyl)-1,2,3,4-tetrahydroisoquinoline-4-carboxamide